N[C@H]1C([C@H](N(C1)C(=O)OC(C)(C)C)COCC1=CC=CC=C1)(F)F tert-butyl (2R,4R)-4-amino-2-[(benzyloxy)methyl]-3,3-difluoropyrrolidine-1-carboxylate